C(C)(C)(C)[Si](C)(C)OCC(C=C)CI tert-butyl((2-(iodomethyl)but-3-en-1-yl)oxy)dimethylsilane